2-(1-(3-chlorophenyl)cyclopropyl)-6-(2-(naphthalen-1-yl)acetyl)-3,5,6,7,8,9-hexahydro-4H-pyrimido[5,4-c]azepin-4-one ClC=1C=C(C=CC1)C1(CC1)C=1NC(C=2CN(CCCC2N1)C(CC1=CC=CC2=CC=CC=C12)=O)=O